C(C1=CC=CC=C1)N1[C@@H]2C(N(C[C@H]1CC2)C(=O)OC(C)(C)C)CC=O tert-butyl (1S,5R)-8-benzyl-2-(2-oxoethyl)-3,8-diazabicyclo-[3.2.1]octane-3-carboxylate